OC(C)C(C(=O)OC)=C methyl α-(1-hydroxyethyl)acrylate